benzyl 4-((2-(tert-butoxy)-2-oxoethyl)((chloromethoxy)carbonyl)amino)-3,3-dimethylbutanoate C(C)(C)(C)OC(CN(CC(CC(=O)OCC1=CC=CC=C1)(C)C)C(=O)OCCl)=O